N-carbamimidoyl-2-(2,6-dichloro-3-cyclopropylphenyl)acetamide C(N)(=N)NC(CC1=C(C(=CC=C1Cl)C1CC1)Cl)=O